3-(5-Ethyl-2-methoxyphenylsulphonamido)benzo[d]isoxazole-7-carboxylic acid methyl ester COC(=O)C1=CC=CC=2C(=NOC21)NS(=O)(=O)C2=C(C=CC(=C2)CC)OC